C(C)(C)(C)OC(=O)NC=1SC2=C(N1)C(=C(C=C2F)F)C=2C(=CC=1C3=C(C=NC1C2F)C=NN3)Cl 7-(2-((tert-butoxycarbonyl)amino)-5,7-difluorobenzo[d]thiazol-4-yl)-8-chloro-6-fluoro-1H-pyrazolo[4,3-c]quinoline